NC1=C2C(=NC=N1)N(N=C2C2=CC=C(C=C2)CNC(C2=C(C=CC(=C2)F)OC)=O)C(CN(C(=O)N2N=CN=C2)C)CCOC N-(2-(4-amino-3-(4-((5-fluoro-2-methoxybenzamido)methyl)phenyl)-1H-pyrazolo[3,4-d]pyrimidin-1-yl)-4-methoxybutyl)-N-methyl-1H-1,2,4-triazole-1-carboxamide